C1CCC2=C(C=3CCCC3C=C12)NC(=O)NS(=O)(=O)/C=C/C[C@@]1(N(CCC1)C(=O)OC(C)(C)C)C tert-butyl (R,E)-2-(3-(N-((1,2,3,5,6,7-hexahydro-s-indacen-4-yl)carbamoyl)sulfamoyl)allyl)-2-methylpyrrolidine-1-carboxylate